C(CCCS(=O)(=O)[O-])S(=O)(=O)[O-] butandisulfonate